1-Benzylpyrrolidine C(C1=CC=CC=C1)N1CCCC1